4-(3-carboxyl-2-butyl)nicotinic acid C(=O)(O)C(C(C)C1=CC=NC=C1C(=O)O)C